8-({4-[1-cyclopropyl-4-(trifluoromethyl)imidazol-2-yl]phenyl}methyl)-2-(4-cyclopropyl-6-methoxypyrimidin-5-yl)-6-(1-methylpyrazol-4-yl)pyrido[2,3-d]pyrimidin-7-one C1(CC1)N1C(=NC(=C1)C(F)(F)F)C1=CC=C(C=C1)CN1C(C(=CC2=C1N=C(N=C2)C=2C(=NC=NC2OC)C2CC2)C=2C=NN(C2)C)=O